phosphonobutanetricarboxylic acid C(CC(CC(=O)O)(C(=O)O)P(=O)(O)O)C(=O)O